4-((6-Methylpyridazin-3-yl)oxy)piperidine-1-carboxylic acid tert-butyl ester C(C)(C)(C)OC(=O)N1CCC(CC1)OC=1N=NC(=CC1)C